COC(=O)C=1C=CC=2C3=C(NC2C1)C=C(N=C3NCCCCN3CCCC3)CC3=CC(=CC=C3)O 3-(3-Hydroxyphenylmethyl)-1-((4-(pyrrolidin-1-yl)butyl)amino)-5H-pyrido[4,3-b]indole-7-carboxylic acid methyl ester